fluoro-1'-(4-(trifluoromethyl)phenethyl)spiro[benzo[d][1,3]oxazine-4,4'-piperidin] FC1N(CCC2(C1)C1=C(N=CO2)C=CC=C1)CCC1=CC=C(C=C1)C(F)(F)F